3-amino-1-(trifluoromethyl)cyclobutane-1-ol NC1CC(C1)(O)C(F)(F)F